(E)-5-(1H-pyrazol-5-yl)pyridine N1N=CC=C1C=1C=CC=NC1